(R,Z)-3-(2-(2-aminothiazol-4-yl-2-14C)-2-(hydroxyimino)acetamido)-2-hydroxy-3,4-dihydro-2H-benzo[e][1,2]oxaborinine-8-carboxylic acid N[14C]=1SC=C(N1)/C(/C(=O)N[C@@H]1B(OC2=C(C1)C=CC=C2C(=O)O)O)=N/O